2-METHYL-2-(N-METHYLFORMAMIDO)PROPANOIC ACID CC(C(=O)O)(C)N(C=O)C